N-(6-amino-5-iodo-3-pyridyl)-2-oxo-2-[(2R,5S)-2-(1,3-benzothiazol-5-yl)-5-methyl-1-piperidyl]acetamide NC1=C(C=C(C=N1)NC(C(N1[C@H](CC[C@@H](C1)C)C=1C=CC2=C(N=CS2)C1)=O)=O)I